C1CCN(C1)CN aminomethylpyrrolidine